tert-butyl-6-(benzyloxy)-3-(isopropylcarbamoyl)-4-(methoxymethyl)-9H-pyrido[3,4-b]indole-9-carboxylate C(C)(C)(C)OC(=O)N1C2=C(C3=CC(=CC=C13)OCC1=CC=CC=C1)C(=C(N=C2)C(NC(C)C)=O)COC